ClC1=C(C=CC=C1C1=C(C(=NC=C1)C1=CC=C2C(=CN(C2=C1)C)C=O)Cl)C1=CC=C(C(=N1)OC)CN(C(OC(C)(C)C)=O)C[C@H]1NC(CC1)=O tert-Butyl N-[[6-[2-chloro-3-[3-chloro-2-(3-formyl-1-methyl-indol-6-yl)-4-pyridyl]phenyl]-2-methoxy-3-pyridyl]methyl]-N-[[(2S)-5-oxopyrrolidin-2-yl]methyl]carbamate